[1,3]dioxolo[4,5-f][3,1]benzoxazin-9-one O1COC=2C=CC3=C(C(OC=N3)=O)C21